C(C)(C)(C)OC(=O)N1CC(OC=C1)OP(=O)(OOC1=CC=CC=C1)OOC1=CC=CC=C1 (diphenoxyphosphonooxy)-2,3-dihydro-4H-1,4-oxazine-4-carboxylic acid tert-butyl ester